5-[[5-Chloro-2-[(3S,5R)-4,4-difluoro-3,5-dimethyl-1-piperidyl]pyrimidin-4-yl]amino]-1-(2-hydroxyethyl)-3-(3-hydroxy-3-methyl-butyl)benzimidazol-2-on ClC=1C(=NC(=NC1)N1C[C@@H](C([C@@H](C1)C)(F)F)C)NC1=CC2=C(N(C(N2CCC(C)(C)O)=O)CCO)C=C1